ClC1=C(C=C(C(=NO)N)C=C1)F 4-chloro-3-fluoro-N'-hydroxybenzamidine